1-({4-[(1E)-1-({[4-cyclohexyl-3-(trifluoromethyl)phenyl]methoxy}imino)ethyl]-2-ethylphenyl}methyl)azetidin-3-carboxylic acid C1(CCCCC1)C1=C(C=C(C=C1)CO\N=C(/C)\C1=CC(=C(C=C1)CN1CC(C1)C(=O)O)CC)C(F)(F)F